Cl.BrC1=C(OCC2CCNCC2)C=C(C(=C1)[N+](=O)[O-])OC 4-((2-bromo-5-methoxy-4-nitrophenoxy)methyl)piperidine hydrochloride